FC(CN1N=CC(=C1)N)(F)F 1-(2,2,2-trifluoroethyl)-1H-pyrazol-4-amine